ClC=1C(=C(C=C2C(C(=CN(C12)C1CC1)C(=O)O)=O)F)N1CC(CC1)NCCOC1=CC=C(C=C1)[C@H](CN(C(C)=O)C)O 8-Chloro-1-cyclopropyl-6-fluoro-7-(3-((2-(4-((R)-1-hydroxy-2-(N-methylacetamido)ethyl)phenoxy)ethyl)amino)pyrrolidin-1-yl)-4-oxo-1,4-dihydroquinoline-3-carboxylic acid